C(C)(C)(C)OC(=O)NC1=CC=2N(C=C1C(=O)OCC)N=C(C2)C2CCN(CC2)C(=O)OC(C)(C)C ethyl 5-(tert-butoxycarbonylamino)-2-(1-tert-butoxycarbonyl-4-piperidyl)pyrazolo[1,5-a]pyridine-6-carboxylate